COC1=NC(=C(C2=C1CNC2)C)C 4-methoxy-6,7-dimethyl-2,3-dihydro-1H-pyrrolo[3,4-c]pyridine